BrC1=C(C=C(C(=O)N2CC=3N(CC2)C(N(C3C(=O)N[C@H](C)C3=C(C=CC=C3)N3N=CC=C3)C3=CC=C(C=C3)OC3CC3)=O)C=C1)Cl |r| 7-(4-bromo-3-chloro-benzoyl)-2-[4-(cyclopropoxy)phenyl]-3-oxo-N-[rac-(1R)-1-(2-pyrazol-1-ylphenyl)ethyl]-6,8-dihydro-5H-imidazo[1,5-a]pyrazine-1-carboxamide